BrC=1C=NN2C1C=C(C=C2)C2=CC(=CO2)C(=O)OCC ethyl 5-(3-bromopyrazolo[1,5-a]pyridin-5-yl)furan-3-carboxylate